((7R,8R,9S,13S,14S)-13-methyl-17-oxo-7-(9-((4,4,5,5,5-pentafluoropentyl)sulfinyl)nonyl)-7,8,9,11,12,13,14,15,16,17-decahydro-6H-cyclopenta[a]phenanthren-3-yl)boronic acid C[C@@]12C(CC[C@H]1[C@@H]1[C@@H](CC=3C=C(C=CC3[C@H]1CC2)B(O)O)CCCCCCCCCS(=O)CCCC(C(F)(F)F)(F)F)=O